OC1=CC=C(C=C1)C=1C=C(C2=C(N(N=N2)C2OCCCC2)C1)OC[C@@H]1CN(CC1)C(=O)OC(C)(C)C tert-butyl (3S)-3-(((6-(4-hydroxyphenyl)-1-(tetrahydro-2H-pyran-2-yl)-1H-benzo[d][1,2,3]triazol-4-yl)oxy)methyl)pyrrolidine-1-carboxylate